O1COC2=C1C=CC(=C2)/C=C/C(=O)N(CCSC)CC (E)-3-(1,3-Benzodioxol-5-yl)-N-ethyl-N-(2-methylsulfanylethyl)prop-2-enamid